COC=1C(=CC=C2C(CCOC12)=O)OC=1C=NC(=CC1)C(F)(F)F 8-methoxy-7-[{6-(trifluoromethyl)pyridin-3-yl}oxy]chroman-4-one